2-(5-(difluoro-methoxy)-2-fluorophenyl)-4,4,5,5-tetramethyl-1,3,2-dioxaborolane FC(OC=1C=CC(=C(C1)B1OC(C(O1)(C)C)(C)C)F)F